2-methyl-N-(1-methylpiperidin-4-yl)-5-[(pyridin-2-yl)methoxy]-2H-indazole-3-carboxamide CN1N=C2C=CC(=CC2=C1C(=O)NC1CCN(CC1)C)OCC1=NC=CC=C1